5-bromo-1-(3-fluoro-4-methylbenzyl)-4-(((tetrahydro-2H-pyran-4-yl)oxy)methyl)-1,3-dihydro-2H-benzo[b]azepin-2-one BrC=1C2=C(N(C(CC1COC1CCOCC1)=O)CC1=CC(=C(C=C1)C)F)C=CC=C2